amino-azole NC=1NC=CC1